5-amino-1-(1-methylcyclopropyl)-1H-pyrazole-4-carboxylic acid NC1=C(C=NN1C1(CC1)C)C(=O)O